2-Ethyl-hexyl bromide C(C)C(CBr)CCCC